2-(phenylsulfonyl)-6-(4,4,5,5-tetramethyl-1,3,2-dioxaborolan-2-yl)pyridine C1(=CC=CC=C1)S(=O)(=O)C1=NC(=CC=C1)B1OC(C(O1)(C)C)(C)C